NCC(=O)N[C@@H](CS)C(=O)[O-].[Na+] Sodium Glycyl-L-Cysteineate